(S)-3-amino-6-methyl-N-(4-(3-methylpiperazin-1-yl)phenethyl)thieno[2,3-b]pyridine-2-carboxamide NC1=C(SC2=NC(=CC=C21)C)C(=O)NCCC2=CC=C(C=C2)N2C[C@@H](NCC2)C